CC=CC#N 3-methylpropan-2-enenitrile